8-(4,4-dimethylcyclohexyl)-2,3-dimethyl-6-[(2S)-2-(2-methyl-4-pyridyl)morpholin-4-yl]pyrido[3,4-d]pyrimidin-4-one CC1(CCC(CC1)C1=NC(=CC2=C1N=C(N(C2=O)C)C)N2C[C@@H](OCC2)C2=CC(=NC=C2)C)C